N1(CCCCCC1)C(=O)C1=CC2=C(C=N1)C(=NN2C)C2=CN=C1N2C=C(C=C1)F azepan-1-yl-[3-(6-fluoro-imidazo[1,2-a]pyridin-3-yl)-1-methyl-1H-pyrazolo[4,3-c]pyridin-6-yl]-methanone